C1(=CC=CC=C1)C=1N=CC(=NC1C1=CC=CC=C1)N(CCCCOCC(=O)NS(=O)(=O)C)C(C)C 2-[4-[(5,6-diphenylpyrazin-2-yl)(isopropyl)amino]butoxy]-N-(methylsulfonyl)acetamide